ClC1=CC2=C(N=C(S2)C23CC(C2)(C3)NC(=O)C=3OC(=CC3)C(C)(S(=O)(=O)C)C)C=C1 N-[3-(6-chloro-1,3-benzothiazol-2-yl)-1-bicyclo[1.1.1]pentanyl]-5-(1-methyl-1-methylsulfonyl-ethyl)furan-2-carboxamide